4-(6-(trifluoromethyl)pyrazin-2-yl)benzoic acid FC(C1=CN=CC(=N1)C1=CC=C(C(=O)O)C=C1)(F)F